CC1(CCN(C(OC1)=O)CCCNC1=NC(=NC=C1C#N)NC=1C(=NN(C1)C1CC2CCC(C1)N2C)C)C 4-((3-(6,6-dimethyl-2-oxo-1,3-oxazepan-3-yl)propyl)amino)-2-((3-methyl-1-(8-methyl-8-azabicyclo[3.2.1]oct-3-yl)-1H-pyrazol-4-yl)amino)pyrimidine-5-carbonitrile